N-(1H-indol-3-yl)-4-(4-methylpiperazin-1-yl)piperazine-1-carboxamide N1C=C(C2=CC=CC=C12)NC(=O)N1CCN(CC1)N1CCN(CC1)C